N-(3-fluorophenyl)-4-methylpiperidine-4-carboximidamide FC=1C=C(C=CC1)NC(=N)C1(CCNCC1)C